4-(8-oxa-3-azabicyclo[3.2.1]octan-3-yl)-N-(1-cyanocyclopropyl)-9H-pyrimido[4,5-b]indole-7-sulfonamide C12CN(CC(CC1)O2)C2=NC=NC=1NC3=CC(=CC=C3C12)S(=O)(=O)NC1(CC1)C#N